4-(5-(4-(2-(2-Aminopyridin-3-yl)-5-phenyl-3H-imidazo[4,5-b]pyridin-3-yl)benzyl)-2,5-diazabicyclo[2.2.2]octan-2-yl)-1,3,5-triazine-2-carbonitrile NC1=NC=CC=C1C1=NC=2C(=NC(=CC2)C2=CC=CC=C2)N1C1=CC=C(CN2C3CN(C(C2)CC3)C3=NC(=NC=N3)C#N)C=C1